1-(4-chloro-5-fluoropyridin-2-yl)-2-methoxyethan-1-one ClC1=CC(=NC=C1F)C(COC)=O